N1(CCCC1)C(CNC[C@@H](C1=CC=CC=C1)C1CCCCC1)=O 1-pyrrolidin-1-yl-2-[[(2R)-2-cyclohexyl-2-phenyl-ethyl]amino]ethanone